(S)-2-formylmorpholine C(=O)[C@@H]1CNCCO1